FC=1C=C(CC2=CC=CC(=N2)N2N=C(C(=C2)CO)C(=O)N)C=C(C1)C(F)(F)F 1-(6-(3-fluoro-5-(trifluoromethyl)benzyl)pyridin-2-yl)-4-(hydroxymethyl)-1H-pyrazole-3-carboxamide